FC1CN(C1)C(=O)NC1=CC(=C(C=C1)F)N1N=C2N=CC(=CC2=C1)N1CC(C1)F 3-fluoro-N-{4-fluoro-3-[5-(3-fluoroazetidin-1-yl)-2H-pyrazolo[3,4-b]pyridin-2-yl]phenyl}azetidine-1-carboxamide